C1(CC1)C(C1=CC(=NN1C)S(=O)(=O)NC(NC1=C2CCCC2=CC(=C1C1=CC=2N(C=C1)N=CC2)C)=O)OC 5-(cyclopropyl(methoxy)methyl)-1-methyl-N-((6-methyl-5-(pyrazolo[1,5-a]pyridin-5-yl)2,3-dihydro-1H-inden-4-yl)carbamoyl)-1H-pyrazole-3-sulfonamide